tert-butyl N-[[2-fluoro-4-[6-(4-formylphenyl)pyrrolo[2,1-f][1,2,4]triazin-4-yl]phenyl]methyl]carbamate FC1=C(C=CC(=C1)C1=NC=NN2C1=CC(=C2)C2=CC=C(C=C2)C=O)CNC(OC(C)(C)C)=O